BrC=1C=C(CC2C(OC(OC2=O)(C)C)=O)C=C(C1)[N+](=O)[O-] 5-(3-bromo-5-nitrobenzyl)-2,2-dimethyl-1,3-dioxane-4,6-dione